Cl.NCCC#CC1=C2CN(C(C2=CC=C1)=O)C1C(NC(CC1)=O)=O 3-[4-(4-aminobut-1-yn-1-yl)-1-oxo-3H-isoindol-2-yl]piperidine-2,6-dione hydrochloride